2-(7-chloro-2-(2,5-dichloropyrimidin-4-yl)-3-methylthieno[3,2-b]pyridine-6-yl)propan-2-ol ClC1=C2C(=NC=C1C(C)(C)O)C(=C(S2)C2=NC(=NC=C2Cl)Cl)C